ClC=1C(=C2C(=C(N1)C)NC(=C2)C(=O)NC2CC[Si](CC2)(C)C)F 5-chloro-N-(1,1-dimethylsilacyclohexan-4-yl)-4-fluoro-7-methyl-1H-pyrrolo[2,3-c]pyridine-2-carboxamide